C[Si](C)(C)CN1N=NC(=C1CO)C=1C=NC(=CC1)C [1-trimethylsilanylmethyl-4-(6-methylpyridin-3-yl)-1H-1,2,3-triazol-5-yl]methanol